((S)-1-(3-chloro-2,4-difluorophenyl)-3-(4-chlorophenyl)propyl)-2-oxooxazolidine-5-carboxamide ClC=1C(=C(C=CC1F)[C@H](CCC1=CC=C(C=C1)Cl)N1C(OC(C1)C(=O)N)=O)F